tert-butyl ((trans)-4-(((1R,2S)-2-(3'-(trifluoromethyl)-[1,1'-biphenyl]-4-yl)cyclopropyl)amino)cyclohexyl)carbamate FC(C=1C=C(C=CC1)C1=CC=C(C=C1)[C@H]1[C@@H](C1)N[C@@H]1CC[C@H](CC1)NC(OC(C)(C)C)=O)(F)F